C(C)(=O)NCC=1C(=CC(=NC1)C1=CC=C(C=C1)F)C1=NN(C=C1)CC1=CC(=NC=C1)C(=O)NC 4-((3-(5-(acetamidomethyl)-2-(4-fluorophenyl)pyridin-4-yl)-1H-pyrazol-1-yl)methyl)-N-methylpicolinamide